FC1=C(C=CC=C1)C1=NCC2=NN=C(N2C=2SC=3CC(CC3C12)C(=O)O)C 9-(2-fluorophenyl)-3-methyl-16-thia-2,4,5,8-tetraazatetracyclo-[8.6.0.02,6.011,15]hexadeca-1(10),3,5,8,11(15)-pentaene-13-carboxylic acid